1-(3-(3,4-dichloro-5-methyl-8,9-dihydropyrido[3',2':4,5]pyrrolo[1,2-a]pyrazin-7(6H)-yl)-3-oxopropoxy)propan ClC1=C(C=2C(=C3N(CCN(C3)C(CCOCCC)=O)C2N=C1)C)Cl